C=C=CC[Pd]Cl 3-carbeneallyl-palladium chloride